Cl.CN(C)C(C)Br dimethylaminobromoethane hydrochloride